FC1=C(C=CC(=C1)F)N1CCN(CCC1)C(=O)NC1=NC=C(C=C1)O 4-(2,4-difluorophenyl)-N-(5-hydroxypyridin-2-yl)-1,4-diazepane-1-carboxamide